tert-butyl 4-(2-((3S,5S)-5-((S)-2-cyano-4,4-difluoropyrrolidine-1-carbonyl)-2-oxopyrrolidin-3-yl)acetyl)piperazine-1-carboxylate C(#N)[C@H]1N(CC(C1)(F)F)C(=O)[C@@H]1C[C@H](C(N1)=O)CC(=O)N1CCN(CC1)C(=O)OC(C)(C)C